ClC(=O)OCCCCCCCCCCC n-undecanol chloroformate